Cl.ClC=1C=CC(=C(C1)C=1N=C(SC1NC(=O)C=1C=NN2C1N=CC=C2)C2=CC=C(C=C2)C(=O)N2CCC(CC2)N(C)C)OC(F)F Pyrazolo[1,5-a]pyrimidine-3-carboxylic acid {4-(5-chloro-2-difluoromethoxy-phenyl)-2-[4-(4-dimethylamino-piperidine-1-carbonyl)-phenyl]-thiazol-5-yl}-amide hydrochloride